N-(4-((4-(4-(2-(dimethylamino)ethyl)piperazin-1-yl)-5-methoxy-6-((5-methyl-1H-pyrazol-3-yl)amino)pyrimidin-2-yl)thio)phenyl)cyclopentanecarboxamide CN(CCN1CCN(CC1)C1=NC(=NC(=C1OC)NC1=NNC(=C1)C)SC1=CC=C(C=C1)NC(=O)C1CCCC1)C